3-fluoro-5,8,8-trimethyl-6-oxo-5-(3-(3-(2,2,2-trifluoroethyl)pyridin-4-yl)phenyl)-5,6,7,8,9,10-hexahydrobenzo[b][1,8]naphthyridine-4-carbonitrile FC1=C(C=2C(C3=C(NC2N=C1)CC(CC3=O)(C)C)(C3=CC(=CC=C3)C3=C(C=NC=C3)CC(F)(F)F)C)C#N